[Zn+2].C1(CC(CCC1)C(=O)[O-])C(=O)[O-] 1,3-Cyclohexanedioic acid zinc salt